(R)-7-((2-((tert-butyldimethylsilyl)oxy)ethyl)sulfonyl)-2-(3-((S)-1,2-diacetoxyethyl)phenyl)-2,6,6-trimethylheptanoic acid [Si](C)(C)(C(C)(C)C)OCCS(=O)(=O)CC(CCC[C@](C(=O)O)(C)C1=CC(=CC=C1)[C@@H](COC(C)=O)OC(C)=O)(C)C